CC1(N(C(CCC1)(C)C)CC1=C(C(=CC=C1)CN1C(CCCC1(C)C)(C)C)B(O)O)C 2,6-bis[(2,2,6,6-tetramethyl-1-piperidinyl)-methyl]-phenylboronic acid